BrCCCC(=O)OCCCCOCC(CCCC)CC (((2-Ethylhexyl)oxy)methyl)propyl 4-bromobutanoate